CC(C)(C)[S@@](=O)N[C@H]1CCCC=2N(C3=CC=CC=C3C12)S(=O)(=O)C1=CC=CC=C1 (R)-2-methyl-N-((S)-9-(benzenesulfonyl)-2,3,4,9-tetrahydro-1H-carbazol-4-yl)propane-2-sulfinamide